(R)-(5-cyclopropyl-1,3,4-oxadiazol-2-yl)(4-(4-isopropylpyrazolo[1,5-a]pyridin-2-yl)-1,4,6,7-tetrahydro-5H-imidazo[4,5-c]pyridin-5-yl)methanone C1(CC1)C1=NN=C(O1)C(=O)N1[C@H](C2=C(CC1)NC=N2)C2=NN1C(C(=CC=C1)C(C)C)=C2